2-aminobutan-1,4-diol NC(CO)CCO